O=C1NCC=2C1=C(SC2)C(=O)N 6-oxo-5,6-dihydro-4H-thieno[3,4-c]pyrrole-1-carboxamide